FC=1C=C(C=CC1)NC(=O)C1=NC2=C(N1)C=CC(=C2)C N-(3-fluorophenyl)-5-methyl-1H-benzimidazole-2-carboxamide